2-(acryloyloxy)-2-methylpropanoic acid C(C=C)(=O)OC(C(=O)O)(C)C